FC(C1=NC(=NC(=N1)C(F)(F)F)N1[C@H](C=2NC3=CC=C(C=C3C2CC1)Cl)C[C@H](CO)C)(F)F (R)-3-((S)-2-(4,6-bis(trifluoromethyl)-1,3,5-triazin-2-yl)-6-chloro-2,3,4,9-tetrahydro-1H-pyrido[3,4-b]indol-1-yl)-2-methylpropan-1-ol